CNC1=NC2=C(C(=O)N(C=CC2=N1)C)CC3=CC(=C(C(=C3)Br)OC)Br The molecule is an organic heterobicyclic compound, which is imidazo[4,5-d]azepin-5(6H)-one substituted by a 3,5-dibromo-4-methoxybenzyl group at position 4, a methyl group at position 6 and a methylamino group at position 2. It is an antimitotic alkaloid isolated from the marine sponge Pseudoceratina. It has a role as a metabolite and an antimitotic. It is an organobromine compound, an alkaloid, an organic heterobicyclic compound, an aromatic ether, a cyclic ketone, a tertiary amine and a secondary amino compound.